C(C1=NC(=NC(=C1)C(F)(F)F)NC1=NN(N=C1)COCC[Si](C)(C)C)([2H])([2H])[2H] 4-(methyl-d3)-6-(trifluoromethyl)-N-(2-((2-(trimethylsilyl)ethoxy)methyl)-2H-1,2,3-triazol-4-yl)pyrimidin-2-amine